OCCCCON1C(CCC2=CC=CC=C12)=O (4-hydroxybutoxy)-3,4-dihydro-2(1H)-quinolinone